N-(methyl(4-methylthiazol-2-yl)(oxo)-λ6-sulfaneylidene)-4-(5-(trifluoromethyl)-1,2,4-oxadiazol-3-yl)benzamide CS(=NC(C1=CC=C(C=C1)C1=NOC(=N1)C(F)(F)F)=O)(=O)C=1SC=C(N1)C